tert-butyl 4-[5-(trifluoromethyl) pyridin-2-yl]-1,4-diazepane-1-carboxylate FC(C=1C=CC(=NC1)N1CCN(CCC1)C(=O)OC(C)(C)C)(F)F